O=C1NC(CCC1N1CC2=CC=CC=C2C1=O)=O 2-(2,6-dioxopiperidin-3-yl)-3-oxoisoindoline